CN(C(CC)NC)C N,N,N'-trimethyl-propanediamine